[2-amino-4-(trifluoromethoxy)phenyl]-[4-(6-fluoro-2-tetrahydropyran-4-yl-3H-imidazo[4,5-b]pyridin-7-yl)-1-piperidyl]methanone NC1=C(C=CC(=C1)OC(F)(F)F)C(=O)N1CCC(CC1)C1=C2C(=NC=C1F)NC(=N2)C2CCOCC2